ClC=1N=C(C2=C(N1)N(C=C2)[C@H]2[C@@H]([C@@H]([C@H](O2)COCP(O)(O)=O)O)O)NC2CCC(CC2)(F)F [(2R,3S,4R,5R)-5-[2-chloro-4-[(4,4-difluorocyclohexyl)-amino]pyrrolo[2,3-d]-pyrimidin-7-yl]-3,4-dihydroxy-tetrahydro-furan-2-yl]methoxy-methylphosphonic acid